4-(4-((4-cyclobutylpiperazin-1-yl)methyl)-3-methylbenzylamino)-2-(2,6-dioxopiperidin-3-yl)isoindoline-1,3-dione C1(CCC1)N1CCN(CC1)CC1=C(C=C(CNC2=C3C(N(C(C3=CC=C2)=O)C2C(NC(CC2)=O)=O)=O)C=C1)C